N1C=NC2=C1C=C(C=C2)N2C(OC[C@@H]2C2=CC(=C(C(=C2)F)OCCC(F)F)F)=O (S)-3-(1H-Benzo[d]imidazol-6-yl)-4-(4-(3,3-difluoropropoxy)-3,5-difluorophenyl)oxazolidin-2-on